Dipropoxymethyl-(3-isopropenylphenyl)silane C(CC)OC(OCCC)[SiH2]C1=CC(=CC=C1)C(=C)C